ClC1=C(C(=O)N2COC3=C(C2)C=CC=C3C3=CC(=C(C(=O)O)C=C3F)N3C2COCC3CC2)C(=CC(=C1)N1CC2(C1)OCC(CO2)(C)C)F 4-[3-[2-Chloro-4-(7,7-dimethyl-5,9-dioxa-2-azaspiro[3.5]nonan-2-yl)-6-fluorobenzoyl]-2,4-dihydro-1,3-benzoxazin-8-yl]-5-fluoro-2-(3-oxa-8-azabicyclo[3.2.1]oct-8-yl)benzoic acid